FC1=CC=C(OC=2C=CC(=NC2)NC([C@H](C)N2CC(N(CC2)C(=O)C2=CN=C(C(=N2)NC(OC(C)(C)C)=O)OC)(C)C)=O)C=C1 tert-butyl (S)-(6-(4-(1-((5-(4-fluorophenoxy)pyridin-2-yl)amino)-1-oxopropan-2-yl)-2,2-dimethylpiperazine-1-carbonyl)-3-methoxypyrazin-2-yl)carbamate